O1C2=C(OCC1)C=C(C=C2)N2C=NC(=C2)N 1-(2,3-dihydrobenzo[b][1,4]dioxin-6-yl)-1H-imidazol-4-amine